FC1=C(OC2=C(C=C(C=C2)NS(=O)(=O)C)C2=CN(C(C(=C2)C)=O)C)C=CC(=C1)F N-[4-(2,4-difluorophenoxy)-3-(1,5-dimethyl-6-oxopyridin-3-yl)phenyl]methanesulfonamide